NC1=NC2=CC=C(C=C2C=N1)C1=NC(=NN1C)NC(=O)NC1=CC(=C(C=C1)CN1CCN(CC1)C)C(F)(F)F 1-(5-(2-aminoquinazolin-6-yl)-1-methyl-1H-1,2,4-triazol-3-yl)-3-(4-((4-methylpiperazin-1-yl)methyl)-3-(trifluoromethyl)phenyl)urea